FC(COC=1C=CC2=NN(C(C(=C2N1)C#C[Si](C)(C)C)=O)C1=CC2=CN(N=C2C=C1)C)F 6-(2,2-difluoro-ethoxy)-2-(2-methyl-2H-indazol-5-yl)-4-((trimethylsilyl)ethynyl)pyrido[3,2-c]pyridazin-3(2H)-one